tert-butyl (((1r,4r)-4-(((2-chloro-5-((2,2-difluoroethyl)carbamoyl)pyridin-4-yl)amino)methyl)cyclohexyl)methyl)carbamate ClC1=NC=C(C(=C1)NCC1CCC(CC1)CNC(OC(C)(C)C)=O)C(NCC(F)F)=O